(R)-3-(3-(((tert-butyldiphenylsilyl)oxy)methyl)-4-methylphenyl)-2-methyl-3-(8-methyl-3-(trifluoromethyl)-[1,2,4]triazolo[4,3-a]pyridin-7-yl)propanoic acid [Si](C1=CC=CC=C1)(C1=CC=CC=C1)(C(C)(C)C)OCC=1C=C(C=CC1C)C([C@H](C(=O)O)C)C1=C(C=2N(C=C1)C(=NN2)C(F)(F)F)C